N1=C(C=CC2=CC=CC=C12)C1=NNC(N1C=1C=C(C(=O)O)C=CC1)=S 3-(3-(Quinolin-2-yl)-5-thioxo-1,5-dihydro-4H-1,2,4-triazol-4-yl)benzoic acid